C(CCCCCCCC\C=C\C=C)O (10E)-10,12-tridecadiene-1-ol